(3S)-1-(3-chloro-5-methylphenyl)-N-((1R,2R,4S)-7-cyano-7-azabicyclo[2.2.1]heptan-2-yl)-3-pyrrolidinecarboxamide ClC=1C=C(C=C(C1)C)N1C[C@H](CC1)C(=O)N[C@H]1[C@H]2CC[C@@H](C1)N2C#N